C(C)(C)(C)C1N(CC1(C1=CC=CC=C1)CCN=[N+]=[N-])C(=O)OCC12COC(CN1C)C2 (5-methyl-2-oxa-5-azabicyclo[2.2.1]heptan-4-yl)methanol tert-butyl-3-(2-azidoethyl)-3-phenylazetidine-1-carboxylate